ClC1=CC=C(C=C1)N1CC(CC1=O)C(=O)NCC1=CC=C(C=C1)Cl 1-(4-chlorophenyl)-N-[(4-chlorophenyl)methyl]-5-oxopyrrolidine-3-carboxamide